7β-methoxymethyloxy-5β-chol-2-enoic acid methyl ester COC(CC[C@@H](C)[C@H]1CC[C@H]2[C@@H]3[C@H](C[C@@H]4CC=CC[C@]4(C)[C@H]3CC[C@]12C)OCOC)=O